CC1=CC=C(C(=O)NC2=CC(=C(C=C2)C)[N+](=O)[O-])C=C1 4-methyl-N-(4-methyl-3-nitrophenyl)benzamide